CC1=NC=CC=C1COC1=CC=C(N)C=C1 4-((methylpyridin-3-yl)methoxy)aniline